2,2-Difluoro-1-(4-fluorophenyl)pent-4-en-1-one FC(C(=O)C1=CC=C(C=C1)F)(CC=C)F